O[C@H]1CN(CC1)CC=1C=NC2=C(N=CC=C2C1)NC=1C(=C(C=CC1)C1=C(C(=CC=C1)NC=1C2=C(N=CN1)C=C(C=N2)CN2C[C@@H](CC2)O)C)C (R)-1-((4-(3'-(3-(((R)-3-hydroxypyrrolidin-1-yl)methyl)-1,7-naphthyridin-8-ylamino)-2,2'-dimethylbiphenyl-3-ylamino)pyrido[3,2-d]pyrimidin-7-yl)methyl)pyrrolidin-3-ol